2,2',7,7'-tetra(N,N-di-tolyl)amino-9,9'-spirobifluorene C1(=C(C=CC=C1)N(C1=C(C=CC=C1)C)C1=CC=2C3(C4=CC(=CC=C4C2C=C1)N(C1=C(C=CC=C1)C)C1=C(C=CC=C1)C)C1=CC(=CC=C1C=1C=CC(=CC13)N(C1=C(C=CC=C1)C)C1=C(C=CC=C1)C)N(C1=C(C=CC=C1)C)C1=C(C=CC=C1)C)C